3-((2R,3R)-2-(3-chlorophenyl)-3-nitro-3-phenylpropyl)-5,5-dimethylcyclohex-2-en-1-one ClC=1C=C(C=CC1)[C@@H](CC1=CC(CC(C1)(C)C)=O)[C@H](C1=CC=CC=C1)[N+](=O)[O-]